6-(2-(methoxymethoxy)phenyl)-4-(1H-pyrazol-4-yl)pyridazin-3-amine COCOC1=C(C=CC=C1)C1=CC(=C(N=N1)N)C=1C=NNC1